COC=1C(C=CC(C1C)=O)=O 2-methoxy-3-methyl-1,4-benzoquinone